4-(((2S,4S)-4-(3-Chlorophenyl)-2-oxido-1,3,2-dioxaphosphinan-2-yl)amino)-1-((2R,4R,5R)-3,3-difluoro-4-hydroxy-5-(hydroxymethyl)tetrahydrofuran-2-yl)pyrimidin-2(1H)-on ClC=1C=C(C=CC1)[C@H]1O[P@](OCC1)(=O)NC1=NC(N(C=C1)[C@@H]1O[C@@H]([C@H](C1(F)F)O)CO)=O